1-phenyl-3-(4-butylstyryl)-5-(4-tert-butylphenyl)pyrazoline C1(=CC=CC=C1)N1NC(=CC1C1=CC=C(C=C1)C(C)(C)C)C=CC1=CC=C(C=C1)CCCC